COC=1C=CC(=C2C=CC=NC12)N1C[C@@]2(C[C@@]2(C1)C(F)(F)F)C=1OC(=NN1)C1CCN(CC1)C 2-((1S,5R)-3-(8-methoxyquinolin-5-yl)-5-(trifluoromethyl)-3-azabicyclo[3.1.0]hex-1-yl)-5-(1-methylpiperidin-4-yl)-1,3,4-oxadiazole